(2,4-dimethoxybenzyl)-2-[4-(2-hydroxyethyl)-1H-pyrazol-1-yl]-5-Nitro-benzenesulfonamide COC1=C(CC=2C(=C(C=C(C2)[N+](=O)[O-])S(=O)(=O)N)N2N=CC(=C2)CCO)C=CC(=C1)OC